tert-Butyl 1-((2S,3S)-1-methyl-5-oxo-2-(pyridin-3-yl)pyrrolidin-3-yl)-1,5,11-trioxo-9,15,18-trioxa-2,6,12-triazaicosan-20-oate CN1[C@@H]([C@H](CC1=O)C(NCCC(NCCOCC(NCCOCCOCC(=O)OC(C)(C)C)=O)=O)=O)C=1C=NC=CC1